ClC=1C=C2C(=NC1)C(NS2(C2=CC=C(C=C2)C(F)(F)F)=O)=O 6-chloro-1-oxo-1-[4-(trifluoromethyl)phenyl]isothiazolo[4,5-b]pyridin-3-one